COC([C@@H](NC(C(C)OCC1=CC=CC=C1)=O)[C@@H](OC(C)(C)C)C)=O N-(2-(benzyloxy)propionyl)-O-(tert-butyl)-L-allothreonine methyl ester